OCC1CCC(CC1)[C@@H](C)S(=O)(=O)N (1r,4r)-4-(hydroxymethyl)cyclohexylethanesulfonamide